5-(1-(benzo[b]thiophen-3-ylamino)ethyl)-2,7-dimethyl-3-phenylisoquinolin-1(2H)-one S1C2=C(C(=C1)NC(C)C1=C3C=C(N(C(C3=CC(=C1)C)=O)C)C1=CC=CC=C1)C=CC=C2